(E)-4-[4-(3-Chloro-10,11-dihydro-5H-dibenzo[b,f]azepin-5-yl)butyl-methyl-amino]but-2-enamide ClC=1C=CC2=C(N(C3=C(CC2)C=CC=C3)CCCCN(C/C=C/C(=O)N)C)C1